FC(C)(F)C=1N=C(C2=CC3=C(C=C2C1C1=CC=C(C=C1)F)C=NN3)OC3CC(C3)C(=O)O 3-[[6-(1,1-difluoroethyl)-5-(4-fluorophenyl)-1H-pyrazolo[4,3-g]isoquinolin-8-yl]oxy]cyclobutanecarboxylic acid